C(CCCCC)(=O)N(CCS(=O)(=O)O)C N-caproyl-methyl-taurine